COC1=CN=C(C(=N1)C(=O)OC)C methyl 6-methoxy-3-methylpyrazine-2-carboxylate